methoxymethyl 4-(benzyloxy)-3-bromo-2,5,6-trimethylbenzoate C(C1=CC=CC=C1)OC1=C(C(=C(C(=O)OCOC)C(=C1C)C)C)Br